C(#N)C1=NC=C(C(=O)NC2=CC(=CC=C2)[C@H](C)NC2=CN=C3C(=N2)N(N=C3)C)C=C1C (S)-6-cyano-5-methyl-N-(3-(1-((1-methyl-1H-pyrazolo[3,4-b]pyrazin-6-yl)amino)ethyl)phenyl)nicotinamide